C(C)(C)(C)OC(=O)N1C[C@H]([C@H](CC1)O)F (3r,4s)-3-fluoro-4-hydroxypiperidine-1-carboxylic acid tert-butyl ester